3-bromothieno[3,2-b]pyridin-6-ol BrC1=CSC=2C1=NC=C(C2)O